OC=1C=C(C=CC1)C=1C=C(C=C(C1)OC(F)(F)F)CN1CCN(CC1)C1=CC=C(C(=O)NCCC)C=C1 4-[4-[[3-(3-Hydroxyphenyl)-5-(trifluoromethoxy)phenyl]methyl]piperazin-1-yl]-N-propylbenzamide